CC(C(=O)OCC(C[Si](OCC)(OCC)OCC)C)=C 2-Methyl-3-(triethoxysilyl)propyl 2-methyl-2-propenoate